COC(C(C1CC1)NC1=C(C(=C(C=C1)Br)F)[N+](=O)[O-])=O 2-((4-bromo-3-fluoro-2-nitrophenyl)amino)-2-cyclopropylacetic acid methyl ester